COC1=CC=CC=2C=3N(C(=NC12)N)N=CN3 7-methoxy[1,2,4]triazolo[1,5-c]quinazolin-5-amine